ClC=1C=CC(=C(C1)CC(=O)NC1=CC(=NC=C1)C(=O)NCC1=NC=C(C=C1)OC)O 4-[[2-(5-chloro-2-hydroxy-phenyl)acetyl]amino]-N-[(5-methoxy-2-pyridinyl)methyl]pyridine-2-carboxamide